Tertiary butyl-diphenyl-chlorosilane C(C)(C)(C)[Si](Cl)(C1=CC=CC=C1)C1=CC=CC=C1